3-phenylpropene C1(=CC=CC=C1)CC=C